ClC=1C=C(C=C2C=CC=NC12)C=1N=C(C=NC1C1=NN(C=C1)C)OCC=1C=NC=CC1 5-(8-chloroquinolin-6-yl)-6-(1-methyl-1H-pyrazol-3-yl)-3-(pyridin-3-ylmethoxy)pyrazin